4-(4-((6-(2,6-dichlorophenyl)-5-oxo-5,6,8,9-tetrahydroimidazo[1,2-a]pyrimido[5,4-e]pyrimidin-2-yl)amino)-2-methylphenyl)piperidine-4-carbonitrile ClC1=C(C(=CC=C1)Cl)N1C=2N(C3=C(C1=O)C=NC(=N3)NC3=CC(=C(C=C3)C3(CCNCC3)C#N)C)CCN2